6-(4-methoxybenzyl)-3-(3-chlorobenzyl)-2,3,4,6-tetrahydropyrido[3,4-c][1,8]naphthyridin-5(1H)-one COC1=CC=C(CN2C(C3=C(C=4C=CC=NC24)CCN(C3)CC3=CC(=CC=C3)Cl)=O)C=C1